BrC=1C=C2C(=CN(C2=CC1)C)N 5-bromo-1-methylindole-3-amine